methyl 1-(3-methoxy-4-{4-[3-methyl-4-({[(1R)-1-phenylethoxy]carbonyl}amino)-1,2-oxazol-5-yl]piperidin-1-yl}phenyl)cyclopropane-1-carboxylate COC=1C=C(C=CC1N1CCC(CC1)C1=C(C(=NO1)C)NC(=O)O[C@H](C)C1=CC=CC=C1)C1(CC1)C(=O)OC